[N+](=O)([O-])C1=CC=C(CN2C(C(C3=CC=CC=C23)C2OCC(CO2)(C)C)=O)C=C1 1-(4-nitrobenzyl)-3-(5,5-dimethyl-1,3-dioxan-2-yl)-2-ketoindol